4-(3,3-dibutyl-8-hydroxy-7-(methylsulfanyl)-1,1-dioxido-3,4-dihydro-1,5-benzothiazepin-5(2H)-yl)benzonitrile C(CCC)C1(CS(C2=C(N(C1)C1=CC=C(C#N)C=C1)C=C(C(=C2)O)SC)(=O)=O)CCCC